FC1=CC=C(C=C1)[C@@H]1N(CCC2=CC=CC=C12)C(=O)[C@@H]1CC(CO1)=O (2S,5S)-5-((S)-1-(4-fluorophenyl)-1,2,3,4-tetrahydroisoquinoline-2-carbonyl)dihydrofuran-3(2H)-one